C1(CC1)C1=C(C(=NO1)C1=C(C=CC=C1Cl)Cl)C(=O)O[C@H]1[C@@H]2CN([C@H](C1)C2)C=2SC1=C(N2)C(=CC(=C1)C(=O)O)OC(F)(F)F 2-[(1s,4s,5r)-5-[5-cyclopropyl-3-(2,6-dichlorophenyl)-1,2-oxazole-4-carbonyloxy]-2-azabicyclo[2.2.1]heptan-2-yl]-4-(trifluoromethoxy)-1,3-benzothiazole-6-carboxylic acid